COC=1C=C(C=CC1)C(C(=O)NC=1SC(=C(C1C(=O)OC)C)C(N)=O)CC methyl 2-(2-(3-methoxyphenyl) butanamido)-5-carbamoyl-4-methylthiophene-3-carboxylate